N[C@@H](C)C1=C(C=CC=C1)O (S)-2-(1-aminoethyl)phenol